pyrazolo[1,5-a]pyrimidine-3-carboxamide formate salt C(=O)O.N1=CC(=C2N1C=CC=N2)C(=O)N